ethyl (4-oxo-1-(p-tolyl)-1,4-dihydroquinazolin-3(2H)-yl)carbamate O=C1N(CN(C2=CC=CC=C12)C1=CC=C(C=C1)C)NC(OCC)=O